tert-butyl (6-chloropyridazin-3-yl)(ethyl)carbamate ClC1=CC=C(N=N1)N(C(OC(C)(C)C)=O)CC